C(CCCCCCCCCCCCCCCCCCCCCCCCC)(=O)OC(CO)CO 2-hexacosanoyl-sn-glycerol